C(N)(=N)C1=CC(=C(CNC2=NC(=NC(=C2)OCC=2N=C3N(C=C(C=C3)C3CC3)C2)CC(C(=O)[O-])(C)C)C(=C1)C)C 3-(4-((4-carbamimidoyl-2,6-dimethylbenzyl)amino)-6-((6-cyclopropylimidazo[1,2-a]pyridin-2-yl)methoxy)pyrimidin-2-yl)-2,2-dimethylpropanoate